S1C(CCC1)=O 4,5-dihydro-1H-thiophene-2-one